N-phenyl-4-(1H-pyrrolo[2,3-b]pyridin-4-yl)-1,3-thiazol-2-amine C1(=CC=CC=C1)NC=1SC=C(N1)C1=C2C(=NC=C1)NC=C2